tert-butyl (5-chloro-3-ethylpyrazolo[1,5-a]pyrimidin-7-yl)((5-methylimidazo[1,2-a]pyridin-2-yl)methyl)carbamate ClC1=NC=2N(C(=C1)N(C(OC(C)(C)C)=O)CC=1N=C3N(C(=CC=C3)C)C1)N=CC2CC